3-bromo-1-(3-chloro-2-pyridinyl)-1H-pyrazole-5-carboxylic acid isopropyl ester C(C)(C)OC(=O)C1=CC(=NN1C1=NC=CC=C1Cl)Br